FC(CC(=O)O)(C1=CC(=CC(=C1)F)F)F β,β,3,5-tetrafluoro-benzenepropanoic acid